N1=C(C=CC=C1)CN1N=C2C3=C(CCC2=C1)OC(=C3)C(=O)N 2-[(pyridin-2-yl)methyl]-4,5-dihydro-2H-furo[2,3-g]indazole-7-carboxamide